FC=1C=C(C=CC1F)CN1C=NC(=C1)C(=O)O 1-[(3,4-difluorophenyl)methyl]Imidazole-4-carboxylic acid